N12CCC(CC1)(C2)C=2SC1=C(N2)C=C(C=C1)[C@@H]1N(C[C@H](CC1)C)C(C(=O)NC=1C2=C(C=NC1)C=NN2COCC[Si](C)(C)C)=O 2-((2R,5S)-2-(2-(1-azabicyclo[2.2.1]heptan-4-yl)benzo[d]thiazol-5-yl)-5-methylpiperidin-1-yl)-2-oxo-N-(1-((2-(trimethylsilyl)ethoxy)methyl)-1H-pyrazolo[4,3-c]pyridin-7-yl)acetamide